ClC1=NC(=NC(=C1)OC)C1(COC1)F 4-chloro-2-(3-fluorooxetan-3-yl)-6-methoxypyrimidine